5-((5-(6-(((1R,3R)-3-aminocyclopentyl)oxy)-2-fluoro-3-methylphenyl)-1H-pyrazol-3-yl)amino)pyrazine-2-carbonitrile N[C@H]1C[C@@H](CC1)OC1=CC=C(C(=C1C1=CC(=NN1)NC=1N=CC(=NC1)C#N)F)C